6-chloro-8-cyclopropoxy-7-(5-methyl-1H-indazol-4-yl)-2-((((S)-1-methylpyrrolidin-2-yl)methoxy)quinazolin-4-yl)-3,8-diazabicyclo[3.2.1]octane-3-carboxylate ClC1C2CN(C(C(C1C1=C3C=NNC3=CC=C1C)N2OC2CC2)C2=NC(=NC1=CC=CC=C21)OC[C@H]2N(CCC2)C)C(=O)[O-]